N-Allylcarbamic acid 7-[4-(4-benzo[b]thiophen-4-ylpiperazin-1-yl)butoxy]-2-oxo-3,4-dihydro-2H-quinolin-1-ylmethyl ester S1C2=C(C=C1)C(=CC=C2)N2CCN(CC2)CCCCOC2=CC=C1CCC(N(C1=C2)COC(NCC=C)=O)=O